[N+](=[N-])=CC(CC[C@@H](C(=O)OC(C)C)NC([C@H](CC1=CC=C(C=C1)O)OC)=O)=O isopropyl (S)-6-diazo-2-((S)-3-(4-hydroxyphenyl)-2-methoxypropanamido)-5-oxohexanoate